C(OCC1OC(OC1)=O)(OCC)=O (2-Oxo-1,3-dioxolan-4-yl)methyl ethyl carbonate